CC=1C=C(C=C2C=NNC12)N1C=CC=2C1=NC(=CC2)C(F)(F)F 1-(7-Methyl-1H-indazol-5-yl)-6-(trifluoromethyl)pyrrolo[2,3-b]pyridin